((1S,7a'S)-2,2-difluorodihydro-1'H,3'H-spiro[cyclopropane-1,2'-pyrrolizin]-7a'(5'H)-yl)methanol FC1(C[C@]12C[C@@]1(CCCN1C2)CO)F